ClC=1C(=C(C=CC1)NC1=NC(=CC=C1C(=O)O)C)OCC 2-[(3-chloro-2-ethoxyphenyl)amino]-6-methylpyridine-3-carboxylic acid